1-((2-ethyl-4,4-dimethylcyclohexylidene)methoxy)-2-methoxy-4-propylideneBenzene C(C)C1C(CCC(C1)(C)C)=COC1=C(CC(C=C1)=CCC)OC